(Z)-1-(3-((4,4-bis(nonyloxy) butyryl) oxy)-2-(hydroxymethyl) propyl) 9-(non-2-en-1-yl) azelate C(CCCCCCCC(=O)OCC=CCCCCCC)(=O)OCC(COC(CCC(OCCCCCCCCC)OCCCCCCCCC)=O)CO